C(C(C)C)OC(O)=O.COC1=CC=C(C=C1)SNC(C(C)(C)C)=O N-[(4-methoxyphenyl)thio]pivalamide i-butyl-carbonate